6-[(3E)-3-[2-(dimethylamino)ethylidene]-2-oxopyrrolidin-1-yl]-4-({3-methyl-4-[(1-methyl-1,3-benzodiazol-5-yl)oxy]phenyl}amino)-1,5-naphthyridine-3-carbonitrile CN(C\C=C/1\C(N(CC1)C=1N=C2C(=C(C=NC2=CC1)C#N)NC1=CC(=C(C=C1)OC1=CC2=C(N(C=N2)C)C=C1)C)=O)C